FC(C1=NN=C(O1)C1=CC=C(CN(S(=O)(=O)CCN2C[C@@H](CC2)O)C2=CC=CC=C2)C=C1)F (R)-N-(4-(5-(difluoromethyl)-1,3,4-oxadiazol-2-yl)benzyl)-2-(3-hydroxypyrrolidin-1-yl)-N-phenylethane-1-sulfonamide